3-{4-[(2-amino-4-pyrimidinyl)oxy]-2-methylphenyl}-1-[4-fluoro-3-(trifluoromethoxy)phenyl]-2,4-imidazolidinedione NC1=NC=CC(=N1)OC1=CC(=C(C=C1)N1C(N(CC1=O)C1=CC(=C(C=C1)F)OC(F)(F)F)=O)C